FC(C(=O)O)(F)F.N1=CC(=CC=C1)C12CNCC2C1CO (1-(Pyridin-3-yl)-3-azabicyclo[3.1.0]hexane-6-yl)methanol trifluoroacetate